C(=C)(C)C=1C=C(C=CC1)C(C=O)=O 1-(3-isopropenylphenyl)ethan-1,2-dione